ClCC=1CCN(CC1)C(=O)OCC1=CC=CC=C1 Benzyl 4-(chloromethyl)-3,6-dihydropyridine-1(2H)-carboxylate